C12CNCC(CC1)N2C=2SC=1CN(CCC1N2)C(CC2CCC2)=O 1-(2-(3,8-diazabicyclo[3.2.1]octan-8-yl)-6,7-dihydrothiazolo[5,4-c]pyridin-5(4H)-yl)-2-cyclobutylethan-1-one